FC=1C=CC(=NC1)OC[C@@H]1N(C2CC(C1)C2)C(=O)C2=NC(=CC=C2C2=NC=CC=N2)C (3R)-3-{[(5-Fluoropyridin-2-yl)oxy]methyl}-2-{[6-methyl-3-(pyrimidin-2-yl)pyridin-2-yl]carbonyl}-2-azabicyclo[3.1.1]heptan